ClC=1C=C(C(=O)NC2[C@H]3CC(C[C@@H]23)(O)C2=C3C=NNC3=CC(=C2)Cl)C=C(C1)F 3-chloro-N-((1R,3r,5S,6r)-3-(6-chloro-1H-indazol-4-yl)-3-hydroxybicyclo[3.1.0]hexan-6-yl)-5-fluorobenzamide